Methyl 3-{[2-(4-{[(3-fluoropyridin-2-yl) methyl] carbamoyl}-1,3-thiazol-2-yl) ethyl] amino}-2,2-dimethylpropionate FC=1C(=NC=CC1)CNC(=O)C=1N=C(SC1)CCNCC(C(=O)OC)(C)C